tert-butyl (2S,4R)-4-((2-((1-ethyl-1H-pyrazol-4-yl) amino)-7-((2-(trimethylsilyl) ethoxy) methyl)-7H-pyrrolo[2,3-d]pyrimidin-4-yl) oxy)-2-methyltetrahydro-pyrrole-1-carboxylate C(C)N1N=CC(=C1)NC=1N=C(C2=C(N1)N(C=C2)COCC[Si](C)(C)C)O[C@@H]2C[C@@H](N(C2)C(=O)OC(C)(C)C)C